[Al].N(=O)N(O)C1=CC=CC=C1 N-nitrosophenylhydroxyamine aluminum salt